6-(6-(allyloxy)-2,3-dichlorophenyl)-3-((R)-pyrrolidin-3-yl)-6,7-dihydro-5H-pyrrolo[2,1-c][1,2,4]triazole C(C=C)OC1=CC=C(C(=C1C1CC2=NN=C(N2C1)[C@H]1CNCC1)Cl)Cl